C1[C@H]2[C@@H]([C@@H](S1)CCCCC(=O)NCCOCCOCCOCCOCCOCCOCCC(=O)NCCCO[C@@H]3[C@@H]([C@H]([C@H]([C@H](O3)CO)O[C@@H]4[C@@H]([C@H]([C@H]([C@H](O4)CO)O[C@@H]5[C@@H]([C@H]([C@H]([C@H](O5)CO)O[C@@H]6[C@@H]([C@H]([C@H]([C@H](O6)CO)O[C@@H]7[C@@H]([C@H]([C@H]([C@H](O7)CO)O)O)N)O)N)O)N)O)N)O)N)NC(=O)N2 The molecule is a pentasaccharide derivative in which alpha-D-galactosaminyl-(1->4)-alpha-D-galactosaminyl-(1->4)-alpha-D-galactosaminyl-(1->4)-alpha-D-galactosaminyl-(1->4)-alpha-D-galactosamine is linked glycosidically to biotin via a (21-oxo-3,6,9,12,15,18-hexaoxa-22-azapentacosan-1-yl)amino spacer. One of a set of synthesised biotinylated oligo-alpha-(1->4)-D-galactosamines comprising from two to six monosaccharide units, along with their N-acetylated derivatives (PMID:31913631), aimed at analysing the specificity of the antibody responses to a complex exopolysaccharide galactosaminogalactan found in Aspergillus fumigatus, the most important airborne human fungal pathogen in industrialized countries. It is a pentasaccharide derivative and a member of biotins.